(S)-1-(5-(6-(3-cyanopyrrolo[1,2-b]pyridazin-7-yl)-4-(oxetan-3-ylamino)pyridin-3-yl)-1,3,4-thiadiazol-2-yl)-N-methylpyrrolidine-2-carboxamide C(#N)C1=CC=2N(N=C1)C(=CC2)C2=CC(=C(C=N2)C2=NN=C(S2)N2[C@@H](CCC2)C(=O)NC)NC2COC2